5-Trifluoromethyl-phenyl isothiocyanate FC(C=1C=CC=C(C1)N=C=S)(F)F